[6-[3-(1-hydroxycyclopropyl)-1H-1,2,4-triazol-5-yl]-2-azaspiro[3.3]heptan-2-yl]-[6-[[5-(trifluoromethyl)pyrazin-2-yl]methyl]-2-azaspiro[3.3]heptan-2-yl]methanone OC1(CC1)C1=NNC(=N1)C1CC2(CN(C2)C(=O)N2CC3(C2)CC(C3)CC3=NC=C(N=C3)C(F)(F)F)C1